OC[C@H]1N(C[C@@H]([C@H]([C@@H]1O)O)O)CCCCC(F)(F)F (2R,3R,4R,5S)-2-(hydroxymethyl)-1-(5,5,5-trifluoropentyl)piperidine-3,4,5-triol